N-((S)-2-amino-3-((4-methyl-3-(((R)-1-(naphthalen-1-yl)ethyl)carbamoyl)phenyl)amino)-3-oxopropyl)piperazine-2-carboxamide tris(2,2,2-trifluoroacetate) FC(C(=O)O)(F)F.FC(C(=O)O)(F)F.FC(C(=O)O)(F)F.N[C@@H](CNC(=O)C1NCCNC1)C(=O)NC1=CC(=C(C=C1)C)C(N[C@H](C)C1=CC=CC2=CC=CC=C12)=O